C1=COSN=C1 Oxathiazine